ClC=1C=C(C=CC1Cl)C(CN(C)C)NS(=O)(=O)C1=CC=C(C(=O)O)C=C1 4-[[1-(3,4-dichlorophenyl)-2-(dimethylamino)ethyl]sulfamoyl]benzoic acid